CS(=O)(=O)C1=CC=C(C=C1)NC1=CC2=C(C=N1)C=NN2C(C)C=2N=NC=CC2 N-(4-(methylsulfonyl)phenyl)-1-(1-(pyridazin-3-yl)ethyl)-1H-pyrazolo[4,3-c]pyridin-6-amine